N1=C(C=CC2=CC=C3C=CC(=NC3=C12)C1=NC2=C(N1C1=C(C=C(N)C=C1)C(F)(F)F)C=CC=C2)C2=NC1=C(N2C2=C(C=C(N)C=C2)C(F)(F)F)C=CC=C1 4,4'-((1,10-phenanthroline-2,9-diyl)-bis(1H-benzo[d]imidazole-2,1-diyl))-bis(3-(trifluoromethyl)-aniline)